(1r,3r)-3-({1-[2-(difluoromethoxy)-4-methoxyphenyl]pyrrolo[1,2-d][1,2,4]triazin-4-yl}amino)-1-methylcyclobutan-1-ol FC(OC1=C(C=CC(=C1)OC)C=1C=2N(C(=NN1)NC1CC(C1)(O)C)C=CC2)F